17-Hydroxy-nonacosa-19,22-dienoic acid OC(CCCCCCCCCCCCCCCC(=O)O)CC=CCC=CCCCCCC